1-(trimethoxysilyl)-2-(methyldimethoxysilyl)ethane CO[Si](CC[Si](OC)(OC)C)(OC)OC